The molecule is a peptide zwitterion obtained by transfer of a proton from the carboxy to the amino terminus of dapdiamide A; major species at pH 7.3. It has a role as a bacterial metabolite. It is a tautomer of a dapdiamide A. CC(C)[C@@H](C(=O)[O-])NC(=O)[C@H](CNC(=O)/C=C/C(=O)N)[NH3+]